N(=[N+]=[N-])CCOCCOCCOCCOCCSC1=C2CN(C(C2=CC=C1)=O)C1CNCCC1 3-(4-((14-azido-3,6,9,12-tetraoxatetradecyl)thio)-1-oxoisoindolin-2-yl)piperidine